ethyl 5-methyl-1H-pyrrole-3-carboxylate CC1=CC(=CN1)C(=O)OCC